N-(3-(2-(3,8-diazabicyclo[3.2.1]octan-8-yl)-5-(2-((2,2-dioxido-2-thiaspiro[3.3]heptan-6-yl)amino)pyrimidin-4-yl)thiazol-4-yl)-2-fluorophenyl)-2,6-difluorobenzenesulfonamide C12CNCC(CC1)N2C=2SC(=C(N2)C=2C(=C(C=CC2)NS(=O)(=O)C2=C(C=CC=C2F)F)F)C2=NC(=NC=C2)NC2CC1(CS(C1)(=O)=O)C2